tert-butyl (3-((5-bromo-2-(methylthio)pyrimidin-4-yl)amino)-4-fluorophenyl)carbamate BrC=1C(=NC(=NC1)SC)NC=1C=C(C=CC1F)NC(OC(C)(C)C)=O